4-[(3,5-difluoro-2-pyridinyl)methoxy]-6-methyl-1H-pyridin-2-one FC=1C(=NC=C(C1)F)COC1=CC(NC(=C1)C)=O